3-(2-methyl-2H-1,2,3-triazol-4-yl)-4-(trifluoromethyl)aniline CN1N=CC(=N1)C=1C=C(N)C=CC1C(F)(F)F